tin laurate C(CCCCCCCCCCC)(=O)[O-].[Sn+4].C(CCCCCCCCCCC)(=O)[O-].C(CCCCCCCCCCC)(=O)[O-].C(CCCCCCCCCCC)(=O)[O-]